NC12CC(C1)(C2)C(=N)N 3-aminobicyclo[1.1.1]pentane-1-carboxamidine